2-[4-methyl-3-[2-(1-methylpyrazolo[3,4-C]pyridin-4-yl)pyrimidin-5-yl]-2-oxo-benzimidazol-1-yl]acetic acid CC1=CC=CC=2N(C(N(C21)C=2C=NC(=NC2)C2=C1C(=CN=C2)N(N=C1)C)=O)CC(=O)O